FC=1C(=NC=CC1)C(C)N(C(C(=O)OC)=O)CC1=CC2=C(N(N=N2)C)C=C1 methyl 2-((1-(3-fluoropyridin-2-yl)ethyl)((1-methyl-1H-benzo[d][1,2,3]triazol-5-yl)methyl)amino)-2-oxoacetate